CC1([C@H](C1)C(=O)N1CC2(C1)CN(CC2COCC2=NC(=CC=C2)C2CCOCC2)C(=O)OC(C)(C)C)C tert-butyl 2-((S)-2,2-dimethylcyclopropane-1-carbonyl)-8-(((6-(tetrahydro-2H-pyran-4-yl)pyridin-2-yl)methoxy)methyl)-2,6-diazaspiro[3.4]octane-6-carboxylate